FC1=CC(=C(C(=O)N(C(C)C)C(C)C)C=C1)[C@H](C)O 4-fluoro-2-[(1S)-1-hydroxyethyl]-N,N-bis(1-methyl-ethyl)benzamide